O[C@]12[C@@H]3CC[C@@H]4C[C@H](CC[C@@]4([C@H]3CC[C@@]2([C@H](CC1)C=1COC(C1)=O)C)C)N(C(OCCN1CC(NCC1)=O)=O)C 2-(3-oxopiperazin-1-yl)ethyl ((3S,5R,8R,9S,10S,13R,14S,17R)-14-hydroxy-10,13-dimethyl-17-(5-oxo-2,5-dihydrofuran-3-yl)hexadecahydro-1H-cyclopenta[a]phenanthren-3-yl)(methyl)carbamate